1-(4-Methoxybenzyl)-8-(1-methyl-2-oxo-1,2-dihydropyridin-4-yl)-4-(5-methyl-oxazol-2-yl)-1,3-dihydro-2H-benzo[b]azepin-2-one COC1=CC=C(CN2C3=C(C=C(CC2=O)C=2OC(=CN2)C)C=CC(=C3)C3=CC(N(C=C3)C)=O)C=C1